C(#N)C=1C=C(C=CC1F)N1C=C(C=2C(C(CCC12)(F)F)O)C(C(=O)N)(F)F 2-(1-(3-cyano-4-fluorophenyl)-5,5-difluoro-4-hydroxy-4,5,6,7-tetrahydro-1H-indol-3-yl)-2,2-difluoroacetamide